N-[(1R)-1-(1,3-benzothiazol-5-yl)-2-nitro-ethyl]-2-methyl-propane-2-sulfinamide S1C=NC2=C1C=CC(=C2)[C@H](C[N+](=O)[O-])NS(=O)C(C)(C)C